ClC=1C=CC=C2C(=CNC12)C=1N=C(C(=NC1)OCCN(C(C)=O)C)C N-(2-[[5-(7-chloro-1H-indol-3-yl)-3-methylpyrazin-2-yl]oxy]ethyl)-N-methylacetamide